C1(=CC=CC=C1)P(C=1[C-](C=CC1)[C@@H](C)P(C(C)(C)C)C(C)(C)C)C1=CC=CC=C1.[CH-]1C=CC=C1.[Fe+2] (R)-1-[(S)-2-(diphenylphosphino)ferrocenyl]ethyl-di-tert-butylphosphine